(1,2,2,6,6-pentamethyl-4-piperidinyl) phosphite P(OC1CC(N(C(C1)(C)C)C)(C)C)([O-])[O-]